diglycidyl-(aminomethyl)cyclohexane C(C1CO1)C1(CCC(CC1)CN)CC1CO1